tetracosyl n-hexacosanoate C(CCCCCCCCCCCCCCCCCCCCCCCCC)(=O)OCCCCCCCCCCCCCCCCCCCCCCCC